(4-(3-chlorophenyl)thiazol-2-yl)(3-(trifluoromethyl)phenyl)carbamoyl chloride ClC=1C=C(C=CC1)C=1N=C(SC1)N(C(=O)Cl)C1=CC(=CC=C1)C(F)(F)F